CC1CCC2(CNC2=O)CC1 7-methyl-2-azaspiro[3.5]nonan-1-one